CC/C=C/C(=O)SCCNC(CCNC([C@@H](C(COP(OP(OC[C@@H]1[C@H]([C@H]([C@@H](O1)N1C=NC=2C(N)=NC=NC12)O)OP(=O)(O)O)(=O)O)(=O)O)(C)C)O)=O)=O MethylcrotonyLCoA